FC1=CC(=CC2=C1N=C(O2)C)NC(=O)C2=NC=C(N=C2)N2CC(NCC2)C N-(4-fluoro-2-methylbenzo[d]oxazol-6-yl)-5-(3-methylpiperazin-1-yl)pyrazine-2-carboxamide